C(C)(C)C1=C(C=C(C=C1)C)N1/C(/SCC1=O)=N/C(=O)NC1=C(C=C(C=C1)C1=NN(C=N1)C1=NC=C(C=C1)C(F)(F)F)C(F)(F)F (Z)-1-(3-(2-isopropyl-5-methylphenyl)-4-oxothiazolidin-2-ylidene)-3-(2-(trifluoromethyl)-4-(1-(5-(trifluoromethyl)pyridin-2-yl)-1H-1,2,4-triazol-3-yl)phenyl)urea